[C@H]12CN(C[C@H](CC1)N2)C2=NC(=NC1=C(C(=CC=C21)C2=CC(=CC1=CC=CC=C21)O)F)OCC2=CN=CO2 4-(4-((1R,5S)-3,8-diazabicyclo[3.2.1]octan-3-yl)-8-fluoro-2-(oxazol-5-ylmethoxy)quinazolin-7-yl)naphthalen-2-ol